CN1C(=CC2=CC=CC=C12)C1=C(C=CC=C1)C 1-methyl-2-(o-tolyl)-1H-indole